7-(3-(7-(4-(2-hydroxyethyl)piperazin-1-yl)-2-methyl-3-phenylpyrazolo[1,5-a]-pyrimidin-5-yl)phenyl)-1-(piperidin-1-yl)heptan-1-one OCCN1CCN(CC1)C1=CC(=NC=2N1N=C(C2C2=CC=CC=C2)C)C=2C=C(C=CC2)CCCCCCC(=O)N2CCCCC2